N-(pyridin-2-yl)-6-cyano-2-phenyl-2-(thiophen-3-ylethynyl)hexanamide octacosa-2,6,10,14,18,22,26-heptaenyl-acetate tin [Sn+4].C(C=CCCC=CCCC=CCCC=CCCC=CCCC=CCCC=CC)CC(=O)[O-].N1=C(C=CC=C1)NC(C(CCCCC#N)(C#CC1=CSC=C1)C1=CC=CC=C1)=O.C(C=CCCC=CCCC=CCCC=CCCC=CCCC=CCCC=CC)CC(=O)[O-].C(C=CCCC=CCCC=CCCC=CCCC=CCCC=CCCC=CC)CC(=O)[O-].C(C=CCCC=CCCC=CCCC=CCCC=CCCC=CCCC=CC)CC(=O)[O-]